C(#N)C1C2CN(CC(C1O)N2C(C)(C)C2=CC=CC=C2)C(=O)OC(C)(C)C tert-butyl 6-cyano-7-hydroxy-8-(2-phenylpropan-2-yl)-3,8-diazabicyclo[3.2.1]octane-3-carboxylate